O[C@@H]1[C@](O[C@@H]([C@H]1O)CO)(CO)O[C@H]1O[C@@H]([C@H]([C@@H]([C@H]1O)O)O)CO[C@H]1O[C@@H]([C@@H]([C@@H]([C@H]1O)O)O)CO (2R,3R,4S,5S,6R)-2-[(2S,3S,4S,5R)-3,4-dihydroxy-2,5-bis(hydroxymethyl)oxolan-2-yl]oxy-6-[[(2S,3R,4S,5R,6R)-3,4,5-trihydroxy-6-(hydroxymethyl)oxan-2-yl]oxymethyl]oxane-3,4,5-triol